C(C(C)(C)C)(=O)C=1NC2=CC=CC=C2C1 pivaloyl-indole